C1(=CC(=CC=C1)C[C@@H]1N(CCC[C@@H]1NS(=O)(=O)C)C(C(C)(F)F)=O)C1=CC=CC=C1 N-(cis-2-(biphenyl-3-ylmethyl)-1-(2,2-difluoropropanoyl)piperidin-3-yl)methanesulfonamide